4-(hydroxymethyl)-N-(4-(2-isopropoxypropan-2-yl)thiazol-2-yl)-1-(pyridin-4-ylmethyl)-1H-pyrrole-2-carboxamide OCC=1C=C(N(C1)CC1=CC=NC=C1)C(=O)NC=1SC=C(N1)C(C)(C)OC(C)C